1-cyclobutyl-N-((6-((4-(6-nitro-1H-indazol-4-yl)-1H-1,2,3-triazol-1-yl)methyl)-1H-indol-2-yl)methyl)methylamine C1(CCC1)CNCC=1NC2=CC(=CC=C2C1)CN1N=NC(=C1)C1=C2C=NNC2=CC(=C1)[N+](=O)[O-]